C(CCCCCC)(=O)OOC(C)(C)CCC t-hexyl peroxy-n-heptanoate